methyl 5-[5-amino-1-pyrimidin-2-yl-3-(trifluoromethyl)pyrazol-4-yl]-2-methyl-1,2,4-triazole-3-carboxylate NC1=C(C(=NN1C1=NC=CC=N1)C(F)(F)F)C=1N=C(N(N1)C)C(=O)OC